[Cd].[W] tungsten-cadmium